8-fluoro-3-(3-(3-hydroxy-8-azabicyclo[3.2.1]oct-8-yl)propyl)isoquinolin-1(2H)-one FC=1C=CC=C2C=C(NC(C12)=O)CCCN1C2CC(CC1CC2)O